2-Amino-N-[1-(8-chloro-5-phenyl[1,2,4]triazolo[4,3-a]pyridin-6-yl)ethyl]pyrazolo[1,5-a]pyrimidine-3-carboxamide trifluoroacetate salt FC(C(=O)O)(F)F.NC1=NN2C(N=CC=C2)=C1C(=O)NC(C)C=1C=C(C=2N(C1C1=CC=CC=C1)C=NN2)Cl